NC1=C(C(=NN1C(C)C)C1=CC=C(C=C1)CC(=O)NC1=CC(=NO1)C1CC2CC2C1)C(=O)N 5-Amino-3-(4-(2-((3-(bicyclo[3.1.0]hexan-3-yl)isoxazol-5-yl)amino)-2-oxoethyl)phenyl)-1-isopropyl-1H-pyrazole-4-carboxamide